4-((E)-1-(((S)-2-hydroxy-1-phenylethyl)imino)propyl)-6-((R)-2-methylpyrrolidin-1-yl)-2,3-dihydro-1H-pyrrolo[3,4-c]pyridin-1-one OC[C@H](C1=CC=CC=C1)\N=C(/CC)\C1=NC(=CC2=C1CNC2=O)N2[C@@H](CCC2)C